N'-hydroxy-4-(pyrrolidin-3-ylsulfanyl)-1,2,5-oxadiazole-3-carboximidamide ON=C(N)C1=NON=C1SC1CNCC1